O1CC(CC2=CC=CC=C12)NC(=O)N[C@@H]1C[C@H](C=2C1=CC(=C1C=C(N=CC21)C2CC2)S(NCC(C)C)(=O)=O)NC2=NC1=C(N2)C=CC=C1 |r| (3,4-dihydro-2H-chromen-3-yl)-3-[trans-(7RS,9RS)-9-(1H-benzimidazol-2-ylamino)-3-cyclopropyl-5-(2-methylpropylsulfamoyl)-8,9-dihydro-7H-cyclopenta[h]isoquinolin-7-yl]urea